(6S)-N'-((1,2,3,5,6,7-hexahydro-s-indacen-4-yl)carbamoyl)-6-(3-methoxyazetidin-1-yl)-6,7-dihydro-5H-pyrazolo[5,1-b][1,3]oxazine-3-sulfonimidamide C1CCC2=C(C=3CCCC3C=C12)NC(=O)N=S(=O)(N)C=1C=NN2C1OC[C@H](C2)N2CC(C2)OC